(1R,4S,5S,6S)-4-[[(2S)-2-amino-4-methylsulfanyl-butanoyl]amino]-2,2-dioxo-2λ6-thiabicyclo[3.1.0]hexane-4,6-dicarboxylic acid N[C@H](C(=O)N[C@]1(CS([C@H]2[C@@H]([C@@H]12)C(=O)O)(=O)=O)C(=O)O)CCSC